OC1=CC2=C(OCC(N2C(C)C)=O)C=C1[N+](=O)[O-] 6-hydroxy-4-isopropyl-7-nitro-2H-benzo[b][1,4]oxazin-3(4H)-one